ClC=1C(=NC(=NC1)N[C@@H]1C[C@H]2CO[C@@H]([C@H]1O)O2)C=2C=C1C(=C(N=NC1=C(C2)F)C(C)(C)O)Cl (1S,3R,4S,5R)-3-((5-chloro-4-(4-chloro-8-fluoro-3-(2-hydroxypropan-2-yl)cinnolin-6-yl)pyrimidin-2-yl)amino)-6,8-dioxabicyclo[3.2.1]octan-4-ol